OC1CNCC1 3-hydroxy-pyrrolidin